tert-Butyl (3R)-3-(4-[3-cyano-4-methoxypyrazolo[1,5-a]pyridin-6-yl]-5-methylpyrazol-1-yl)pyrrolidine-1-carboxylate C(#N)C=1C=NN2C1C(=CC(=C2)C=2C=NN(C2C)[C@H]2CN(CC2)C(=O)OC(C)(C)C)OC